CC(C=CC)CC(C)C 4,6-dimethyl-2-heptene